4-(6-phenyl-3-((pyrrolidin-3-ylamino)methyl)benzofuran-5-yl)benzonitrile C1(=CC=CC=C1)C1=CC2=C(C(=CO2)CNC2CNCC2)C=C1C1=CC=C(C#N)C=C1